8-[1-(4-fluoro-2-methylsulfonyl-phenoxy)ethyl]-3,6-dimethyl-2-morpholino-quinoline-4-carbonitrile FC1=CC(=C(OC(C)C=2C=C(C=C3C(=C(C(=NC23)N2CCOCC2)C)C#N)C)C=C1)S(=O)(=O)C